C1(CCCCC1)N(CC(=O)OC1=CC=2C(=C3C(=NC2C=C1)C1=CC2=C(C(N1C3)=O)COC([C@]2(O)CC)=O)CC)C2CCCCC2 (S)-4,11-diethyl-4-hydroxy-3,14-dioxo-3,4,12,14-tetrahydro-1H-pyrano[3',4':6,7]indolizino[1,2-b]quinolin-9-yl dicyclohexylglycinate